3-((6-(2-(4-Fluoro-3-methylphenyl)pyridin-3-yl)quinazolin-4-yl)oxy)benzonitrile FC1=C(C=C(C=C1)C1=NC=CC=C1C=1C=C2C(=NC=NC2=CC1)OC=1C=C(C#N)C=CC1)C